CC1=C(OC(O1)=O)CN1CCN(CC1)C1=CC=C(C(=O)NC2=CC(=C(C=C2)C)NC2=NC=CC(=N2)C=2C=NC=CC2)C=C1 4-[4-(5-Methyl-2-oxo-[1,3]dioxol-4-ylmethyl)-piperazin-1-yl]-N-[4-methyl-3-(4-pyridin-3-yl-pyrimidin-2-ylamino)-phenyl]-benzamide